methyl (CIS)-3-(methylsulfonamido)-2-((((CIS)-4-phenylcyclohexyl)oxy)methyl)pyrrolidine-1-carboxylate CS(=O)(=O)N[C@@H]1[C@@H](N(CC1)C(=O)OC)CO[C@@H]1CC[C@@H](CC1)C1=CC=CC=C1